NC=1C2=C(N=CN1)N(C(=C2C2=NC=CC=N2)C2=CCC1(CCN(CC1)C(=O)OC(C)(C)C)CC2)C tert-butyl 9-(4-amino-7-methyl-5-(pyrimidin-2-yl)-7H-pyrrolo[2,3-d]pyrimidin-6-yl)-3-azaspiro[5.5]undec-8-ene-3-carboxylate